2-(4-chloro-3-ethoxy-N-methylbenzamido)-5-oxo-5H-thieno[3,2-b]pyran-6-carboxylic acid ClC1=C(C=C(C(=O)N(C)C2=CC=3OC(C(=CC3S2)C(=O)O)=O)C=C1)OCC